[Si](C1=CC=CC=C1)(C1=CC=CC=C1)(C(C)(C)C)OCCCC[C@@H](C)OC1=C(C=CC(=C1)C)S(=O)(=O)CCC(=O)OC[C@@H](CCCC)CC |&1:41| (RS)-2-ethylhexyl 3-((2-(((R)-6-((tert-butyldiphenylsilyl)oxy)hexan-2-yl)oxy)-4-methylphenyl)sulfonyl)propanoate